1-[4-(2,3-dimethylphenyl)piperazin-1-yl]-2-{3-[3-fluoro-3-(hydroxymethyl)pyrrolidine-1-carbonyl]-5,6-dihydrocyclopenta[c]pyrazol-1(4H)-yl}ethan-1-one CC1=C(C=CC=C1C)N1CCN(CC1)C(CN1N=C(C2=C1CCC2)C(=O)N2CC(CC2)(CO)F)=O